(S)-3-(4-carbamoyl-3-((3,5-dimethoxyphenyl)ethynyl)-1H-pyrazol-1-yl)pyrrolidine-1-carboxylic acid tert-butyl ester C(C)(C)(C)OC(=O)N1C[C@H](CC1)N1N=C(C(=C1)C(N)=O)C#CC1=CC(=CC(=C1)OC)OC